N[C@@H]1C2=CC=CC=C2CC12CCN(CC2)C=2NC(C1=C(N2)NN=C1C(=C)C1=CC(=CC=C1)C1CC1)=O (S)-6-(1-amino-1,3-dihydro-spiro[inden-2,4'-piperidin]-1'-yl)-3-(1-(3-cyclopropylphenyl)vinyl)-1,5-dihydro-4H-pyrazolo[3,4-d]pyrimidin-4-one